C(C1=CC=CC=C1)(=O)NC1=C2N=CN(C2=NC=N1)[C@H]1[C@@H]([C@@H]([C@H](O1)CO)OP(O)=O)O[Si](C)(C)C(C)(C)C [(2R,3R,4R,5R)-5-(6-benzamidopurin-9-yl)-4-[tert-butyl(dimethyl)silyl]oxy-2-(hydroxymethyl)tetrahydrofuran-3-yl]oxyphosphinic acid